[O].[Sn].[Si] silicon-tin Oxygen